(2S,4R)-4-hydroxy-1-((4-phenoxybenzoyl)glycyl)pyrrolidine-2-carboxylic acid methyl ester COC(=O)[C@H]1N(C[C@@H](C1)O)C(CNC(C1=CC=C(C=C1)OC1=CC=CC=C1)=O)=O